5-(5-(2-hydroxypropan-2-yl)-4,5-dihydroisoxazol-3-yl)-2-methoxybenzoic acid OC(C)(C)C1CC(=NO1)C=1C=CC(=C(C(=O)O)C1)OC